6-(2-(4-Fluoro-3-methylphenyl)pyridin-3-yl)-N-(2-hydroxyethyl)imidazo[1,2-a]pyridine-3-carboxamide FC1=C(C=C(C=C1)C1=NC=CC=C1C=1C=CC=2N(C1)C(=CN2)C(=O)NCCO)C